C(C)(C)(C)OC(NC1=NC=CC(=C1F)Cl)=O (4-chloro-3-fluoro-pyridin-2-yl)-carbamic acid tert-butyl ester